5-(3-((1-(3,6-dimethyl-4-oxo-2-(piperidin-1-yl)-4H-chromen-8-yl)ethyl)amino)pyridin-2-yl)-3-fluoro-2-hydroxybenzaldehyde CC1=C(OC2=C(C=C(C=C2C1=O)C)C(C)NC=1C(=NC=CC1)C=1C=C(C(=C(C=O)C1)O)F)N1CCCCC1